methyl-2-(2-((6-methylbenzo[d]oxazol-2-yl)amino)benzo[d]oxazol-5-yl)acetamide CC(C(=O)N)C=1C=CC2=C(N=C(O2)NC=2OC3=C(N2)C=CC(=C3)C)C1